(2S)-2-(3-ethoxy-3-oxoprop-1-en-1-yl)pyrrolidine-1-carboxylic acid tert-butyl ester C(C)(C)(C)OC(=O)N1[C@@H](CCC1)C=CC(=O)OCC